2-Methyl-1,4-butandiol CC(CO)CCO